N12C[C@H](C(CC1)CC2)NC(=O)C2=NC(=CC=C2N2[C@@H](CN(CC2)C(=O)C2(CCC2)C(F)(F)F)CC)C2=C(C=CC=C2)OCC N-[(3S)-1-azabicyclo[2.2.2]octan-3-yl]-6-(2-ethoxyphenyl)-3-[(2R)-2-ethyl-4-[1-(trifluoromethyl)cyclobutanecarbonyl]piperazin-1-yl]pyridine-2-carboxamide